Cl.BrC(C(=O)N(N)C)(C)C 2-bromo-N,2-dimethylpropanehydrazide hydrogen chloride